tert-butyl-((5-chloro-4-(trimethylstannyl)naphthalen-2-yl)oxy)dimethylsilane C(C)(C)(C)[Si](C)(C)OC1=CC2=CC=CC(=C2C(=C1)[Sn](C)(C)C)Cl